4-bromo-6-fluoro-5-methyl-1-(triisopropylsilyl)-1H-indole BrC1=C2C=CN(C2=CC(=C1C)F)[Si](C(C)C)(C(C)C)C(C)C